CN1N=C(C2=NC(=CC(=C21)C=2CCS(CC2)=O)N2[C@@H](COCC2)C)C2=CC=NN2C2OCCCC2 4-[1-Methyl-5-[(3R)-3-methylmorpholin-4-yl]-3-[1-(oxan-2-yl)-1H-pyrazol-5-yl]-1H-pyrazolo[4,3-b]pyridin-7-yl]-3,6-dihydro-2H-1lambda4-thiopyran-1-one